Tert-butyl (3R,5R)-3-((4-(4-cyano-2-(ethoxymethoxy)phenyl)phthalazin-1-yl)amino)-5-fluoropiperidine-1-carboxylate C(#N)C1=CC(=C(C=C1)C1=NN=C(C2=CC=CC=C12)N[C@H]1CN(C[C@@H](C1)F)C(=O)OC(C)(C)C)OCOCC